1-(pyridin-4-yl)-1H-imidazol-4-amine N1=CC=C(C=C1)N1C=NC(=C1)N